CN1C=CC(=C1)C=1N(C=CC1)C 1-methyl-4-(1-methyl-1H-pyrrol-2-yl)-1H-pyrrole